2-(2,2-diphenylethyl)-8-(naphthalen-1-ylmethyl)hexahydro-2H-pyrazino[1,2-a]pyrazine-6,9-dione C1(=CC=CC=C1)C(CN1CC2N(CC1)C(CN(C2=O)CC2=CC=CC1=CC=CC=C21)=O)C2=CC=CC=C2